1-(2-((3R,5R,8S,9S,10R,13S,14S,17S)-10-cyclopropyl-13-ethyl-3-hydroxy-3-methylhexadecahydro-1H-cyclopenta[a]phenanthren-17-yl)-2-oxoethyl)-1H-pyrazole-3-carbonitrile C1(CC1)[C@]12[C@H]3CC[C@@]4([C@H](CC[C@H]4[C@@H]3CC[C@@H]2C[C@](CC1)(C)O)C(CN1N=C(C=C1)C#N)=O)CC